4-(benzo[d][1,3]dioxol-5-ylmethyl)-3-oxo-3,4-dihydro-2H-benzo[b][1,4]thiazine-6-carboxylic acid O1COC2=C1C=CC(=C2)CN2C1=C(SCC2=O)C=CC(=C1)C(=O)O